N-methoxy-N-methyl-3-(trifluoromethyl)cyclopentane-1-carboxamide CON(C(=O)C1CC(CC1)C(F)(F)F)C